N-methylazetidine-3-carboxamide hydrogen chloride Cl.CNC(=O)C1CNC1